2,2-bis(5-t-butyl-4-hydroxy-2-methylphenyl)-4-n-dodecyl-mercaptobutane C(C)(C)(C)C=1C(=CC(=C(C1)C(CS)(CCCCCCCCCCCCCC)C1=C(C=C(C(=C1)C(C)(C)C)O)C)C)O